The molecule is the simplest and least toxic member of the class of chloroethanes, that is ethane in which a single hydrogen is substituted by a chlorine. A colourless gas at room temperature and pressure (boiling point 12℃), it is used as a mild topical anaesthetic to numb the skin prior to ear piercing, skin biopsies, etc., and is also used in the treatment of sports injuries. It was formerly used in the production of tetraethyllead. It has a role as a local anaesthetic, an antipruritic drug and an inhalation anaesthetic. CCCl